1,2,4,5-tetramercaptobenzene tetrasodium salt [Na].[Na].[Na].[Na].SC1=C(C=C(C(=C1)S)S)S